C(C)C1=CC(CCC1CC)=O 3,4-diethyl-2-cyclohexenone